5-(((tetrahydro-2H-pyran-4-yl)oxy)methyl)-1,3,4-thiadiazol-2-amine O1CCC(CC1)OCC1=NN=C(S1)N